[4-[(1-methyl-4-piperidyl)carbamoyl]phenyl]boronic acid CN1CCC(CC1)NC(=O)C1=CC=C(C=C1)B(O)O